NC1=C(C=C(C=C1)S(=O)(=O)NC)Br 4-amino-3-bromo-N-methylbenzene-1-sulfonamide